2-(2-(3-((4-(dimethylphosphoryl)-2-methoxyphenyl)amino)prop-1-yn-1-yl)-7-(((Z)-3-fluoro-1-methyl-piperidin-4-yl)amino)benzo[b]thiophen-3-yl)acetonitrile CP(=O)(C)C1=CC(=C(C=C1)NCC#CC1=C(C2=C(S1)C(=CC=C2)NC2C(CN(CC2)C)F)CC#N)OC